C=1N=CN2C1C1=CC=CC=C1[C@@H]2[C@@H]2[C@H](C=1C(=NON1)CC2)O (4R,5R)-5-((S)-5H-Imidazo[5,1-a]isoindol-5-yl)-4,5,6,7-tetrahydrobenzo[c][1,2,5]oxadiazol-4-ol